CN(C)C[C@H]1CN(CC[C@]1(O)C=1C=C(C(=O)N)C=CC1)CC=1C=NC=C(C1)F 3-[(3S,4R)-3-dimethylaminomethyl-1-(5-fluoro-pyridin-3-ylmethyl)-4-hydroxy-piperidin-4-yl]Benzamide